BrC1=CC=C2C(N(C(NC2=C1)=O)C1=C(C(=CC=C1)Cl)Cl)=O 7-bromo-3-(2,3-dichlorophenyl)quinazoline-2,4(1H,3H)-dione